2-Cyclohexen-1-amine C1(C=CCCC1)N